[Cl-].C(CCC)O[Si](CCC[N+](C)(C)CCCCCCCCCCCC)(OCCCC)OCCCC 3-(tributoxysilyl)propyl-n-dodecyldimethyl-ammonium chloride